2,4,6-triisopropylbenzenesulfonylchloride C(C)(C)C1=C(C(=CC(=C1)C(C)C)C(C)C)S(=O)(=O)Cl